COC=1C=C(C=CC1OC1OCCCC1)/C=C/C(=O)OCC Ethyl (E)-3-(3-methoxy-4-((tetrahydro-2H-pyran-2-yl)oxy)phenyl)acrylate